(1R,3S,5R)-2-(2-(3-acetyl-7-methyl-5-(2-methylpyrimidin-5-yl)-1H-indazol-1-yl)acetyl)-N-((S)-3-fluoro-4-methylpent-3-en-2-yl)-5-methyl-2-azabicyclo[3.1.0]hexane-3-carboxamide C(C)(=O)C1=NN(C2=C(C=C(C=C12)C=1C=NC(=NC1)C)C)CC(=O)N1[C@@H]2C[C@@]2(C[C@H]1C(=O)N[C@@H](C)C(=C(C)C)F)C